[Si](C)(C)(C(C)(C)C)OCC1CN(CC(N1)C)C1=C2C=CC=NC2=C(C=C1)C#N 5-(3-(((tert-butyldimethylsilyl)oxy)methyl)-5-methylpiperazin-1-yl)quinoline-8-carbonitrile